NC1=NC(=C2N=CN(C2=N1)[C@H]1C=C[C@H](C1)COP(=O)(OC1=CC=CC2=CC=CC=C12)N[C@@H](C)C(=O)OC)Cl Methyl ((((1S,4R)-4-(2-amino-6-chloro-9H-purin-9-yl)cyclopent-2-en-1-yl)methoxy)(naphthalen-1-yloxy)phosphoryl)-L-alaninate